[Ru](Cl)Cl.C1(=CC=C(C=C1)C)C(C)C p-cymene ruthenium (II) chloride